FC(C=1C=CC=2N(N1)C(=CN2)C2=CC(=NC=N2)N2CC(OCC2)CN)F [4-[6-[6-(Difluoromethyl)imidazo[1,2-b]pyridazin-3-yl]pyrimidin-4-yl]morpholin-2-yl]methanamine